bis-(2,6-dimethoxybenzoyl)-2,6-dichlorobenzoyl-phenyl-phosphine oxide COC1=C(C(=O)C=2C(=C(C=CC2)P(C(C2=C(C=CC=C2Cl)Cl)=O)=O)C(C2=C(C=CC=C2OC)OC)=O)C(=CC=C1)OC